N-(2,2-dimethoxy-1-(4-(trifluoromethyl)phenyl)ethyl)-4-nitrobenzenesulfonamide COC(C(C1=CC=C(C=C1)C(F)(F)F)NS(=O)(=O)C1=CC=C(C=C1)[N+](=O)[O-])OC